[Na+].[Na+].S(=O)(=O)(O)C(C(=O)[O-])CC(=O)[O-] sulfosuccinate disodium salt